3-chloro-4-(1-(2-cyclopropylpyrimidin-5-yl)-5-(3,5-dimethylisoxazol-4-yl)-1H-pyrrolo[2,3-b]pyridin-3-yl)-5-(trifluoromethoxy)benzoic acid ClC=1C=C(C(=O)O)C=C(C1C1=CN(C2=NC=C(C=C21)C=2C(=NOC2C)C)C=2C=NC(=NC2)C2CC2)OC(F)(F)F